{3-[4-(7H-pyrrolo[2,3-d]pyrimidin-4-yl)-1H-pyrazol-1-yl]-1-[1-(3,4,5-trifluorobenzoyl)piperidin-4-yl]azetidin-3-yl}acetonitrile N1=CN=C(C2=C1NC=C2)C=2C=NN(C2)C2(CN(C2)C2CCN(CC2)C(C2=CC(=C(C(=C2)F)F)F)=O)CC#N